2-(2,6-dimethylpyridin-4-yl)-3-isopropyl-5-(piperidin-4-yloxy)-1H-indole CC1=NC(=CC(=C1)C=1NC2=CC=C(C=C2C1C(C)C)OC1CCNCC1)C